CC1=C(C(=CC=C1)C)C=1C=C2OC[C@H](N(C(C=3N(N=C(S(NC(N1)=N2)(=O)=O)C3)C)=O)C3CC2(CC2)C3)CC(C)C (10R)-15-(2,6-dimethylphenyl)-10-isobutyl-6-methyl-3,3-dioxo-9-spiro[2.3]hexan-5-yl-12-oxa-3λ6-thia-2,5,6,9,16,17-hexazatricyclo[11.3.1.14,7]octadeca-1(17),4,7(18),13,15-pentaen-8-one